4-chloro-6-methyl-2-(5-methyl-1H-pyrrol-2-yl)thieno[2,3-d]pyrimidine ClC=1C2=C(N=C(N1)C=1NC(=CC1)C)SC(=C2)C